3-((Fluoromethyl)sulfonyl)-N-((2-(6-(3-(oxetan-3-yl)azetidin-1-yl)pyridin-2-yl)-1,6-naphthyridin-7-yl)methyl)benzofuran-5-carboxamide FCS(=O)(=O)C1=COC2=C1C=C(C=C2)C(=O)NCC2=NC=C1C=CC(=NC1=C2)C2=NC(=CC=C2)N2CC(C2)C2COC2